BrC=1C=C(OCC2=NC=CC(=C2)OC)C=CC1F 2-[(3-bromo-4-fluoro-phenoxy)methyl]-4-methoxy-pyridine